(3R)-2-(4-Chloro-3-cyanobenzoyl)-9-(1-(4-(difluoromethoxy)phenyl)ethyl)-N,3-dimethyl-10-oxo-1,2,3,4,7,8,9,10-octahydropyrido[4',3':3,4]pyrazolo[1,5-a]pyrazine-8-carboxamide ClC1=C(C=C(C(=O)N2CC=3C(=NN4C3C(N(C(C4)C(=O)NC)C(C)C4=CC=C(C=C4)OC(F)F)=O)C[C@H]2C)C=C1)C#N